N-(azetidin-3-yl)-2-(4-(2-chloro-4-((3-(1-(cyanomethyl)-3-(trifluoromethyl)-1H-pyrazol-4-yl)imidazo[1,2-a]pyrazin-8-yl)amino)benzoyl)piperazin-1-yl)acetamide N1CC(C1)NC(CN1CCN(CC1)C(C1=C(C=C(C=C1)NC=1C=2N(C=CN1)C(=CN2)C=2C(=NN(C2)CC#N)C(F)(F)F)Cl)=O)=O